1-(4-((5-(1-(2,2-difluoroethyl)-2-methyl-1H-benzo[d]imidazol-6-yl)-4-methoxy-7H-pyrrolo[2,3-d]pyrimidin-2-yl)amino)piperidin-1-yl)ethan-1-one FC(CN1C(=NC2=C1C=C(C=C2)C2=CNC=1N=C(N=C(C12)OC)NC1CCN(CC1)C(C)=O)C)F